OCCNCC N-hydroxyethylethanamine